The molecule is a member of phenols. It has a role as an EC 1.4.3.4 (monoamine oxidase) inhibitor. It derives from a benzonitrile. C1=CC(=CC=C1C#N)O